N-(4-(4-amino-5-bromopyrrolo[2,1-f][1,2,4]triazin-6-yl)phenyl)methacrylamide tertbutyl-N-[5-fluoro-4-(methoxymethyl)pyridin-3-yl]carbamate C(C)(C)(C)OC(NC=1C=NC=C(C1COC)F)=O.NC1=NC=NN2C1=C(C(=C2)C2=CC=C(C=C2)NC(C(=C)C)=O)Br